ClC1=CN=CC2=CC=CC(=C12)S(=O)(=O)N1CCC2=CC=C(C=C12)C#N 1-[(4-chloro-5-isoquinolinyl)sulfonyl]indoline-6-carbonitrile